(+)-5-[3-[3-[4-(2,4-Difluorophenyl)phenyl]azetidin-1-yl]-3-oxo-propyl]pyrrolidin-2-one FC1=C(C=CC(=C1)F)C1=CC=C(C=C1)C1CN(C1)C(CCC1CCC(N1)=O)=O